C(C)OC(=O)C1=NC(=C(N=C1)C)Br 6-bromo-5-methylpyrazine-2-carboxylic acid ethyl ester